CN1N=C(C=C1)[C@@H]1CC[C@H]2OC3(C(N21)=O)CC(C3)OC3=NC=NN2C3=CC=C2 (1r,3R,5'S,7a'R)-5'-(1-methyl-1H-pyrazol-3-yl)-3-[(pyrrolo[2,1-f][1,2,4]triazin-4-yl)oxy]tetrahydro-3'H-spiro[cyclobutane-1,2'-pyrrolo[2,1-b][1,3]oxazol]-3'-one